N-(3-bromo-5-fluorophenyl)-8-chloro-N-(2,2-difluoroethyl)-1-methyl-1H-[1,2,3]triazolo[4,5-c]isoquinolin-5-amine BrC=1C=C(C=C(C1)F)N(C1=NC2=C(C=3C=C(C=CC13)Cl)N(N=N2)C)CC(F)F